ON=C(N)C1=CC=C(C=C1)C1(CC1)NC(N(C)OC)=O N'-Hydroxy-4-(1-{[methoxy(methyl)carbamoyl]amino}cyclopropyl)benzenecarboximidamide